N-(4-(2-(((1r,4r)-4-(dimethylamino)cyclohexyl)amino)-8-iso-propyl-7-oxo-7,8-dihydropyrido[2,3-d]-pyrimidin-6-yl)-2,3,6-trifluorophenyl)-3,3,3-trifluoropropane-1-sulfonamide CN(C1CCC(CC1)NC=1N=CC2=C(N1)N(C(C(=C2)C2=C(C(=C(C(=C2)F)NS(=O)(=O)CCC(F)(F)F)F)F)=O)C(C)C)C